(αS)-[3-(4-chloro-2-fluorophenyl)-5-(2,4-difluorophenyl)-1,2-oxazol-4-yl]-3-pyridinemethanol ClC1=CC(=C(C=C1)C1=NOC(=C1C1=NC=CC=C1CO)C1=C(C=C(C=C1)F)F)F